1-isopropyl-7-(1-methyl-1H-pyrazol-4-yl)-1H-[1,2,3]Triazolo[4,5-c]Pyridin-4(5H)-one C(C)(C)N1N=NC=2C(NC=C(C21)C=2C=NN(C2)C)=O